(2S)-2-(methylamino)-4-{[(2S,3R,4R,5R)-2,3,4,5,6-pentahydroxyhexyl]carbamoyl}butanoic acid CN[C@H](C(=O)O)CCC(NC[C@@H]([C@H]([C@@H]([C@@H](CO)O)O)O)O)=O